6-methoxy-2-(2-methoxyimidazo[2,1-b][1,3,4]thiadiazol-6-yl)pyrazolo[1,5-a]pyridin COC=1C=CC=2N(C1)N=C(C2)C=2N=C1SC(=NN1C2)OC